FC(C(=O)O)(F)F.N1CC(C1)CC1=NC(=NO1)C1=CC=C(C=C1)OCC1=CC(=CC=C1)Cl 5-(azetidin-3-ylmethyl)-3-(4-((3-chlorobenzyl)oxy)phenyl)-1,2,4-oxadiazole trifluoroacetate salt